(S)-7,7-difluoro-2-(2-methylazetidin-1-yl)-4-(piperidin-4-yl)-6,7-dihydro-5H-cyclopenta[d]pyrimidine FC1(CCC2=C1N=C(N=C2C2CCNCC2)N2[C@H](CC2)C)F